FC(C(O)(C=1C=NC(=NC1)N1CCNCC1)C1=CC=C(C=C1)C1=CC2=C(N=CN=C2N2CCOCC2)N1)(F)F 2,2,2-trifluoro-1-(4-(4-morpholino-7H-pyrrolo[2,3-d]pyrimidin-6-yl)phenyl)-1-(2-(piperazin-1-yl)pyrimidin-5-yl)ethan-1-ol